(M)-tert-butyl (2R,5S)-4-(6-chloro-1-(2-isopropyl-4-methylpyridin-3-yl)-7-(2-(methylthio)phenyl)-2-oxo-1,2-dihydropyrido[2,3-d]pyrimidin-4-yl)-2,5-dimethylpiperazine-1-carboxylate ClC1=CC2=C(N(C(N=C2N2C[C@H](N(C[C@@H]2C)C(=O)OC(C)(C)C)C)=O)C=2C(=NC=CC2C)C(C)C)N=C1C1=C(C=CC=C1)SC